CC(C)C(=O)[C@]12C(=O)C(=C([C@](C1=O)(C[C@@H]([C@@]2(C)CCC=C(C)C)CC=C(C)C)CC=C(C)C)O)CC=C(C)C The molecule is a cyclic terpene ketone that is a prenylated carbobicyclic acylphloroglucinol derivative produced by St. John's Wort, Hypericum perforatum. It has a role as a GABA reuptake inhibitor, a plant metabolite, an anti-inflammatory agent, an antidepressant, an antibacterial agent, an antineoplastic agent and an apoptosis inducer. It is a cyclic terpene ketone, a sesquarterpenoid and a carbobicyclic compound.